COC[C@H]1N(CC1)C1=CC=2N(C=C1)N=CC2C(=O)NC=2C=C(C=CC2C)C=2N=NN(N2)C2CN(C2)C(=O)OC methyl (S)-3-(5-(3-(5-(2-(methoxymethyl)azetidin-1-yl)pyrazolo[1,5-a]pyridine-3-carboxamido)-4-methylphenyl)-2H-tetrazol-2-yl)azetidine-1-carboxylate